1-benzylsulfanyl-4-(1,1,2-trifluoroethyl)benzene C(C1=CC=CC=C1)SC1=CC=C(C=C1)C(CF)(F)F